[2-[4-[2-Chloro-4-[[3-[1-(cyanomethyl)-3-(trifluoromethyl)pyrazol-4-yl]imidazo[1,2-a]pyrazin-8-yl]amino]benzoyl]piperazin-1-yl]-2-oxo-ethyl]-trimethyl-ammonium formate C(=O)[O-].ClC1=C(C(=O)N2CCN(CC2)C(C[N+](C)(C)C)=O)C=CC(=C1)NC=1C=2N(C=CN1)C(=CN2)C=2C(=NN(C2)CC#N)C(F)(F)F